(S)-tert-Butyl ((3-allyl-1-benzoyl-2-oxopiperidin-3-yl)methyl)carbamate C(C=C)[C@]1(C(N(CCC1)C(C1=CC=CC=C1)=O)=O)CNC(OC(C)(C)C)=O